1-(4-(4-((1-(difluoromethyl)-1H-pyrazol-4-yl)amino)pyrimidin-2-yl)phenyl)imidazolidin-2-one FC(N1N=CC(=C1)NC1=NC(=NC=C1)C1=CC=C(C=C1)N1C(NCC1)=O)F